C(C)(=O)N[C@@]1(C2CC[C@H]([C@@H]1CCCB1OC(C(O1)(C)C)(C)C)N2C(=O)OCC2=CC=CC=C2)C(NC(C)(C)C)=O (2S,3S,4R)-benzyl 2-acetamido-2-(tert-butylcarbamoyl)-3-(3-(4,4,5,5-tetramethyl-1,3,2-dioxaborolan-2-yl)propyl)-7-azabicyclo[2.2.1]heptane-7-carboxylate